6-(3-Cyanophenyl)-N-[(2-oxo-1H-pyridin-3-yl)sulfonyl]-2-[(4S)-2,2,4-trimethylpyrrolidin-1-yl]pyridin-3-carboxamid C(#N)C=1C=C(C=CC1)C1=CC=C(C(=N1)N1C(C[C@@H](C1)C)(C)C)C(=O)NS(=O)(=O)C=1C(NC=CC1)=O